7-(9-acryloyl-3-thia-7,9-diazabicyclo[3.3.1]nonan-7-yl)-9-chloro-10-(2,4-difluorophenyl)-2,3-dihydro-5H-[1,4]thiazino[2,3,4-ij]quinazolin-5-one C(C=C)(=O)N1C2CSCC1CN(C2)C2=NC(N1C3=C(C(=C(C=C23)Cl)C2=C(C=C(C=C2)F)F)SCC1)=O